Cl.NC12C[C@H]3N([C@H](CC(C1)C3)C2)C2=CC=C(C=N2)C=2C=3N(C=C(C2)OCC)N=CC3C#N 4-(6-((1R,3S,5s,7s)-5-amino-2-azaadamantan-2-yl)pyridin-3-yl)-6-ethoxypyrazolo[1,5-a]pyridine-3-carbonitrile hydrochloride